BrC1=CC=C(C=C1)C(=C(C1=CC=CC=C1)C1=CC=CC=C1)C1=CC=CC=C1 (4-bromophenyl)-1,2,2-triphenylethylene